N1-(2-(dimethylamino)ethyl)-N4-(4-(2-methyl-3-(prop-1-en-2-yl)-2H-indazole-5-yl)pyrimidin-2-yl)-5-methoxy-N1-methyl-2-nitrobenzene-1,4-diamine CN(CCN(C1=C(C=C(C(=C1)OC)NC1=NC=CC(=N1)C1=CC2=C(N(N=C2C=C1)C)C(=C)C)[N+](=O)[O-])C)C